di(tert-butylperoxy)benzene C(C)(C)(C)OOC1=C(C=CC=C1)OOC(C)(C)C